Hydroxycyclohexyl phenyl keton C1(=CC=CC=C1)C(=O)C1(CCCCC1)O